3,4-Dihydro-7-[4'-(α-D-mannopyranosyloxy)-3'-methylphenyl]-1(2H)-isoquinolinone [C@H]1([C@@H](O)[C@@H](O)[C@H](O)[C@H](O1)CO)OC1=C(C=C(C=C1)C1=CC=C2CCNC(C2=C1)=O)C